4-(((1R,3s,5S)-8-((4-(difluoromethoxy)-2,6-difluorophenyl)sulfonyl)-8-azabicyclo[3.2.1]octan-3-yl)methyl)morpholine FC(OC1=CC(=C(C(=C1)F)S(=O)(=O)N1[C@H]2CC(C[C@@H]1CC2)CN2CCOCC2)F)F